C(C)OC1=C(C=CC(=C1)C1=NC=NC(=C1)NCCN1C(=CC2=C(C=C(C=C12)F)C)C)C1=NOC(N1)=O 3-(2-Ethoxy-4-{6-[2-(6-fluoro-2,4-dimethyl-indol-1-yl)-ethylamino]-pyrimidin-4-yl}-phenyl)-[1,2,4]oxadiazol-5(4H)-on